ClC=1C=CC=2N(C1)N=C(C2)[C@H]2N(CCC1=C2N=CN1)C(=O)C=1OC(=NN1)C=1C=NN(C1)C (S)-(4-(6-chloropyrazolo[1,5-a]pyridin-2-yl)-6,7-dihydro-1H-imidazo[4,5-c]pyridin-5(4H)-yl)(5-(1-methyl-1H-pyrazol-4-yl)-1,3,4-oxadiazol-2-yl)methanone